6-Iodo-pseudouridine IC1=C([C@H]2[C@H](O)[C@H](O)[C@@H](CO)O2)C(NC(N1)=O)=O